2-ethylhex-1-ene C(C)C(=C)CCCC